C=CC=CCC(CCCCC)[Mg]Br 6-undecadienyl-magnesium bromide